4-(2-(benzyloxy)phenyl)-N-(3-chloro-5-(methylsulfonyl)phenyl)thiophene-2-carboxamide nickel-cobalt-manganese sulphate S(=O)(=O)([O-])[O-].[Mn+2].[Co+2].[Ni+2].C(C1=CC=CC=C1)OC1=C(C=CC=C1)C=1C=C(SC1)C(=O)NC1=CC(=CC(=C1)S(=O)(=O)C)Cl.S(=O)(=O)([O-])[O-].S(=O)(=O)([O-])[O-]